C(C)(C)OC(N[C@@H]1CC[C@H](CC1)C=1SC(=CN1)C1=C(C=C(C=C1)N)S(=O)(=O)C1CC1)=O trans-N-[4-[5-(4-amino-2-cyclopropylsulfonyl-phenyl)thiazol-2-yl]cyclohexyl]carbamic acid isopropyl ester